C1CCC=2C(=CC=CC12)O 2,3-dihydro-1H-Inden-4-ol